carboxypropyl carbamate C(N)(OCCCC(=O)O)=O